FC(C1=CC=C(C=C1)C(=O)N1CC2=C(CC1)SC(=C2)C2=NOC(=N2)C(F)(F)F)F (4-(difluoromethyl)phenyl)(2-(5-(trifluoromethyl)-1,2,4-oxadiazol-3-yl)-6,7-dihydrothieno[3,2-c]pyridin-5(4H)-yl)methanone